(R)-N-(6-(3-(3-(2,4-bis(trifluoromethyl)phenyl)-7-fluoro-2-oxo-2,3,4,5-tetrahydro-1H-benzo[b]azepin-1-yl)prop-1-ynyl)pyridazin-3-yl)methanesulfonamide FC(C1=C(C=CC(=C1)C(F)(F)F)[C@H]1CCC2=C(N(C1=O)CC#CC1=CC=C(N=N1)NS(=O)(=O)C)C=CC(=C2)F)(F)F